C(C)C1=C(C=C)C=CC=C1 ortho-ethyl-styrene